C(C)(C)(C)[Si](C)(C)OCC1=CC=CC=2C(=C(OC21)I)F tert-butyl((3-fluoro-2-iodobenzofuran-7-yl)methoxy)dimethylsilane